C(C)(=O)O.NC(CCC)C1(CN(C1)C(=O)C1=C(C(=C(C=C1)F)F)NC1=C(C=C(C=C1)I)F)O 3-(1-aminobutyl)-1-({3,4-difluoro-2-[(2-fluoro-4-iodophenyl)amino]phenyl}carbonyl)azetidin-3-ol acetate salt